C(C)(C=C)(CCC=C(C)C)C(C(=O)O)(C)C.CC(C(=O)O)C 2-methylpropanoate (LINALYL ISOBUTYRATE)